4-(5-methyl-2-((1-methyl-1H-pyrazol-5-yl)amino)pyrimidin-4-yl)oxazole-2-carboxamide CC=1C(=NC(=NC1)NC1=CC=NN1C)C=1N=C(OC1)C(=O)N